8a-Isopropyl-2-(2-((1-(methylsulfonyl)piperidin-4-yl)amino)-5-(trifluoromethyl)pyrimidin-4-yl)-8,8a-dihydro-4H-thieno[2,3-a]pyrrolizine-4,7(6H)-dione C(C)(C)C12CC(CN2C(C2=C1SC(=C2)C2=NC(=NC=C2C(F)(F)F)NC2CCN(CC2)S(=O)(=O)C)=O)=O